(1-(((R)-1-(3-(difluoromethyl)-2-fluorophenyl)ethyl)amino)-3-methyl-4-oxo-3,4-dihydropyrido[3,4-d]pyridazin-7-yl)piperidine-1-carboxylic acid tert-butyl ester C(C)(C)(C)OC(=O)N1C(CCCC1)C1=CC2=C(C(N(N=C2N[C@H](C)C2=C(C(=CC=C2)C(F)F)F)C)=O)C=N1